1,2,4,5-benzenetetrasulfonyl chloride C=1(C(=CC(=C(C1)S(=O)(=O)Cl)S(=O)(=O)Cl)S(=O)(=O)Cl)S(=O)(=O)Cl